4-Hydroxy-2-((pyrazolo[1,5-a]pyrimidine-3-carboxamido)methyl)benzofuran-7-carboxylic acid OC1=CC=C(C2=C1C=C(O2)CNC(=O)C=2C=NN1C2N=CC=C1)C(=O)O